C(C)(C)(C)OC(=O)N1[C@@H](CN([C@H](C1)C)C=1C2=C(N=CN1)NC=C2C2CCC2)C (2r,5s)-4-(5-cyclobutyl-7H-pyrrolo[2,3-d]pyrimidin-4-yl)-2,5-dimethylpiperazine-1-carboxylic acid tert-butyl ester